FC([C@](C)(O)C1=NC=C2N1[C@H](CN1C2=CC(=N1)C12CCC(C1)(C2)CO)C)(F)F (R)-1,1,1-Trifluoro-2-((S)-9-(4-(hydroxymethyl)bicyclo[2.1.1]hexan-1-yl)-5-methyl-5,6-dihydroimidazo[1,5-a]pyrazolo[5,1-c]pyrazin-3-yl)propan-2-ol